2,3,5,6-tetrafluorophenyl 3-(pyridin-4-yl)propanoate N1=CC=C(C=C1)CCC(=O)OC1=C(C(=CC(=C1F)F)F)F